ClC1=C(C(=CC=C1OC(C)C)Cl)[C@@H](C)N1C=NC=2C=NC(=CC21)C2=C(C=CC=C2)C(C(=O)O)C 2-(2-(1-((R)-1-(2,6-dichloro-3-isopropyloxyphenyl)ethyl)-1H-imidazo[4,5-c]pyridin-6-yl)phenyl)propionic acid